ethyl hexahydropyridin-4-ylacetate N1CCC(CC1)CC(=O)OCC